CC=1C(=NNC(C1C(F)(F)F)=O)[C@@H](C)OCCC(N1CCN(CC1)C1=NC=C(C=N1)C(F)(F)F)=O |r| rac-4-methyl-3-[1-[3-oxo-3-[4-[5-(trifluoromethyl)pyrimidin-2-yl]piperazin-1-yl]propoxy]ethyl]-5-(trifluoromethyl)-1H-pyridazin-6-one